O=C1NC(CCC1N1C(C2=CC=C(C=C2C1)O[C@@H]1[C@H](CCCC1)NCC1=C(C#N)C=CC=C1)=O)=O 2-((((1S,2S)-2-((2-(2,6-dioxopiperidin-3-yl)-1-oxoisoindolin-5-yl)oxy)cyclohexyl)amino)methyl)benzonitrile